1,5-dimethyl-4-[2-methyl-4-(5-methylthiophen-2-yl)benzenesulfonyl]-1,2,3,4-tetrahydroquinoxaline CN1CCN(C2=C(C=CC=C12)C)S(=O)(=O)C1=C(C=C(C=C1)C=1SC(=CC1)C)C